1-((1-(3-chloro-5-fluorophenyl)-3-((S)-1-hydroxyethyl)-1H-1,2,4-triazol-5-yl)methyl)-4-(4-chlorophenyl)-5-methyl-3-((S)-3,3,3-trifluoro-2-hydroxypropyl)-1,3-dihydro-2H-imidazol-2-one ClC=1C=C(C=C(C1)F)N1N=C(N=C1CN1C(N(C(=C1C)C1=CC=C(C=C1)Cl)C[C@@H](C(F)(F)F)O)=O)[C@H](C)O